2,2'-(1,3-phenylene)bis(N-(pentane-3-yl)oxazole-5-carboxamide) C1(=CC(=CC=C1)C=1OC(=CN1)C(=O)NC(CC)CC)C=1OC(=CN1)C(=O)NC(CC)CC